NCC[C@@H](C)NC(OC(C)(C)C)=O tert-butyl (R)-4-aminobutan-2-ylcarbamate